(4R,5R,7R,8R)-5-(6-amino-9H-purin-9-yl)-7-(hydroxymethyl)-6-oxa-1-thiaspiro[3.4]octan NC1=C2N=CN(C2=NC=N1)[C@H]1[C@]2(CCS2)C[C@@H](O1)CO